R-(-)-3-hydroxybutanoic acid ethyl ester C(C)OC(C[C@@H](C)O)=O